FC(C1=C(C=CC=C1)[C@@H](C)O)(F)F (R)-1-[2-(trifluoromethyl)phenyl]ethanol